CC(C(CNC)=O)(C)C 3,3-dimethyl-1-(methylamino)butan-2-one